NCCCCCCCCCCCN 1,11-Diaminoundecan